ethyl 3-(5-chloro-2,4-difluorophenyl)-3-oxopropanoate ClC=1C(=CC(=C(C1)C(CC(=O)OCC)=O)F)F